(R)-6-chloro-3-((1-(2-(1-(6-cyanopyridin-3-yl)piperidin-4-yl)-3,6-dimethyl-4-oxo-3,4-dihydroquinazolin-8-yl)ethyl)amino)-N-(methylsulfonyl)picolinamide ClC1=CC=C(C(=N1)C(=O)NS(=O)(=O)C)N[C@H](C)C=1C=C(C=C2C(N(C(=NC12)C1CCN(CC1)C=1C=NC(=CC1)C#N)C)=O)C